N1N=NN=C1COC(C(F)(F)F)C1=CC=C(C2=C1N=C(O2)N2CC1CCC(C2)N1)C=1SC=CN1 4-(1-((1H-tetrazol-5-yl)methoxy)-2,2,2-trifluoroethyl)-2-(3,8-diazabicyclo[3.2.1]octan-3-yl)-7-(thiazol-2-yl)benzo[d]oxazole